IC1=NN(C=N1)C1CC2(C1)CCC2 3-iodo-1-(spiro[3.3]heptan-2-yl)-1H-1,2,4-triazole